COC1=CC=C(C=C1)C(OC[C@H]1O[C@H](C[C@H]1O)N1C2=NC=NC(=C2N=C1)OCC[Si](C)(C)C)(C1=CC=CC=C1)C1=CC=C(C=C1)OC (2R,3R,5R)-2-[[bis(4-methoxyphenyl)-phenyl-methoxy]methyl]-5-[6-(2-trimethylsilylethoxy)purin-9-yl]tetrahydrofuran-3-ol